O[C@H]1C[C@@H](CCC1)N1C=C(C2=C1N=NC(=C2)C2=C(C=C(C=C2C)C(F)(F)F)O)C 2-{7-[(1R,3R)-3-hydroxycyclohexyl]-5-methyl-7H-pyrrolo[2,3-c]pyridazin-3-yl}-3-methyl-5-(trifluoromethyl)phenol